C(C=C)C=1C(=C(C=CC1)C=NNC(CN1CCN(CC1)CC1=CC=CC=C1)=O)O N'-[(3-allyl-2-hydroxyphenyl)methylene]-2-(4-benzyl-1-piperazinyl)acethydrazide